S-(2-(2-fluoro-11-oxo-10,11-dihydro-5H-dibenzo[b,e][1,4]diazepin-5-yl)-2-oxoethyl)-L-cysteine FC1=CC2=C(N(C3=C(NC2=O)C=CC=C3)C(CSC[C@H](N)C(=O)O)=O)C=C1